tert-Butyl 4-((2-(3-hydroxyphenyl)-7-phenylimidazo[1,2-a]pyridin-3-yl)amino)benzoate OC=1C=C(C=CC1)C=1N=C2N(C=CC(=C2)C2=CC=CC=C2)C1NC1=CC=C(C(=O)OC(C)(C)C)C=C1